N-(2-amino-1-(4-methoxyphenyl)ethyl)-3-(1H-pyrazol-4-yl)-1H-indole-7-carboxamide NCC(C1=CC=C(C=C1)OC)NC(=O)C=1C=CC=C2C(=CNC12)C=1C=NNC1